ClC1=CC(=C2C(=N1)N(C=C2)C)C2N(CCCC2)C(=O)OC(C)(C)C tert-butyl 2-(6-chloro-1-methyl-1H-pyrrolo[2,3-b]pyridin-4-yl)piperidine-1-carboxylate